tert-butyl (2R,5S)-5-(4-chlorobenzyl)-2-(fluoromethyl)morpholine-4-carboxylate ClC1=CC=C(C[C@H]2CO[C@H](CN2C(=O)OC(C)(C)C)CF)C=C1